tris(hydroxymethyl)phosphine OCP(CO)CO